FC(C=1C(=C(C=CC1)[C@@H](C)NC=1C2=C(N=C(N1)C)C=NC(=C2)N2CC(C(C2)F)NC(OC(C)(C)C)=O)F)F tert-butyl {1-[4-({(1R)-1-[3-(difluoromethyl)-2-fluorophenyl]ethyl}amino)-2-methylpyrido[3,4-d]pyrimidin-6-yl]-4-fluoropyrrolidin-3-yl}carbamate